6-(((1R,3r,5S)-8-azabicyclo[3.2.1]octan-3-yl)oxy)-N-(5-(difluoromethoxy)-1H-pyrazol-3-yl)pyrazin-2-amine hydrochloride Cl.[C@H]12CC(C[C@H](CC1)N2)OC2=CN=CC(=N2)NC2=NNC(=C2)OC(F)F